NCCC1CCN(CC1)C=1C=C2C(N(C(C2=CC1)=O)C1C(NC(CC1)=O)=O)=O 5-[4-(2-aminoethyl)-1-piperidyl]-2-(2,6-dioxo-3-piperidyl)isoindoline-1,3-dione